C(C)OC(=O)C=1C=NN(C1OC1=C(C=C(C=C1F)Cl)F)C1CCOCC1 5-(4-chloro-2,6-difluorophenoxy)-1-(oxacyclohex-4-yl)pyrazole-4-carboxylic acid ethyl ester